6-[8-(1,3-benzothiazol-2-ylcarbamoyl)-3,4-dihydroisoquinolin-2(1H)-yl]-3-(1-{3-[(dimethylamino)methyl]benzyl}-1H-pyrazol-4-yl)pyridine-2-carboxylic acid S1C(=NC2=C1C=CC=C2)NC(=O)C=2C=CC=C1CCN(CC21)C2=CC=C(C(=N2)C(=O)O)C=2C=NN(C2)CC2=CC(=CC=C2)CN(C)C